(3,5-difluoro-4-(3-(trifluoromethoxy)phenoxy)phenyl)methanol di-tert-butyl-(2R,4aS,8aS)-2-(2-((4-methoxybenzyl)thio)ethyl)octahydroquinoxaline-1,4-dicarboxylate C(C)(C)(C)C1[C@@](N([C@H]2CCCC[C@@H]2N1C(=O)O)C(=O)O)(CCSCC1=CC=C(C=C1)OC)C(C)(C)C.FC=1C=C(C=C(C1OC1=CC(=CC=C1)OC(F)(F)F)F)CO